OCCS(=O)(=O)NC1=CC(=C(C(=O)NC2=CC=C3CCN(C3=C2)S(=O)(=O)CC(F)(F)F)C=C1)N1CCC2(CC2)CC1 4-((2-hydroxyethyl)sulfonamido)-2-(6-azaspiro[2.5]octan-6-yl)-N-(1-((2,2,2-trifluoroethyl)sulfonyl)indolin-6-yl)benzamide